C(C)(C)(C)OC(=O)N1CC(C(C1)OCC1=CC=CC=C1)(C(F)(F)F)O 4-(benzyloxy)-3-hydroxy-3-(trifluoromethyl)pyrrolidine-1-carboxylic acid tert-butyl ester